[Cr].[Al] Aluminum-chromium